ClC1=NC(=NC(=C1C(=O)OCC)C)SC ethyl 4-chloro-6-methyl-2-(methylthio)pyrimidine-5-carboxylate